FC=1C=2CCCC2C(=C2CCCC12)NC(=O)NS(=O)(=N)C=1OC(=C(C1)CN1CC(C1)O)C 1-(8-fluoro-1,2,3,5,6,7-hexahydro-s-indacen-4-yl)-3-([4-[(3-hydroxyazetidin-1-yl)methyl]-5-methylfuran-2-yl](imino)oxo-lambda6-sulfanyl)urea